2-chloro-1-methylpyridinium chloride [Cl-].ClC1=[N+](C=CC=C1)C